1-(5-{8-chloro-1H-imidazo[4,5-f]isoquinolin-4-yl}-4-methyl-pyridin-2-yl)propan-1-one ClC=1N=CC2=CC(=C3C(=C2C1)NC=N3)C=3C(=CC(=NC3)C(CC)=O)C